2',6-difluoro-5'-[3-(1-hydroxy-1-methylethyl)-imidazo[1,2-b][1,2,4]triazin-7-yl]biphenyl-2-carbonitrile FC1=C(C=C(C=C1)C1=CN=C2N1N=CC(=N2)C(C)(C)O)C=2C(=CC=CC2F)C#N